3-(4-nitro-3-(4-phenylpiperazin-1-yl)phenyl)-1,2,4-oxadiazol-5(4H)-one [N+](=O)([O-])C1=C(C=C(C=C1)C1=NOC(N1)=O)N1CCN(CC1)C1=CC=CC=C1